ClC=1C=C2C(=CNC2=CC1)CCNS(=O)(=O)C1=CC=C(C=C1)OCCCN1CCNCC1 N-(2-(5-chloro-1H-indol-3-yl)ethyl)-4-(3-(piperazin-1-yl)propoxy)benzenesulfonamide